cyanomethyl (S)-2-((tert-butoxy-carbonyl)amino)-3-(5-cyano-2-fluoro-phenyl)propanoate C(C)(C)(C)OC(=O)N[C@H](C(=O)OCC#N)CC1=C(C=CC(=C1)C#N)F